(1r,2r)-N-(4-(6-butyryl-4-methylpyridin-3-yl)-1-chloroimidazo[1,2-a][1,6]naphthyridin-8-yl)-2-fluorocyclopropane-1-carboxamide C(CCC)(=O)C1=CC(=C(C=N1)C=1C=2N(C3=CC(=NC=C3C1)NC(=O)[C@@H]1[C@@H](C1)F)C(=CN2)Cl)C